ethyl (3S)-3-amino-3-[4-fluoro-2'-hydroxy-4'-(2-hydroxypropan-2-yl)-5,6'-dimethyl-[1,1'-biphenyl]-3-yl]propanoate N[C@@H](CC(=O)OCC)C=1C=C(C=C(C1F)C)C1=C(C=C(C=C1C)C(C)(C)O)O